3-(6-(4-((4-(2-(4-cyano-1H-imidazol-1-yl)pyrimidin-4-yl)piperazin-1-yl)methyl)benzyl)-2-oxobenzo[cd]indol-1(2H)-yl)piperidine-2,6-dione C(#N)C=1N=CN(C1)C1=NC=CC(=N1)N1CCN(CC1)CC1=CC=C(CC=2C=3C4=C(C(N(C4=CC2)C2C(NC(CC2)=O)=O)=O)C=CC3)C=C1